C(#N)C[C@@H]1N(CCN(C1)C=1C2=C(N=C(N1)N1C[C@H](CC1)N(C)C)CN(CC2)C2=CC=CC1=CC=CC=C21)C(=O)OCC2=CC=CC=C2 benzyl (S)-2-(cyanomethyl)-4-(2-((S)-3-(dimethylamino)pyrrolidin-1-yl)-7-(naphthalen-1-yl)-5,6,7,8-tetrahydropyrido[3,4-d]pyrimidin-4-yl)piperazine-1-carboxylate